COC1=C(C=CC=C1)C(CC(C=O)C)CC=C(C)C 4-(2-methoxyphenyl)-2,7-dimethyloct-6-enal